5,6,7,3'-Tetrahydroxy-4'-methoxyisoflavone OC1=C2C(C(=COC2=CC(=C1O)O)C1=CC(=C(C=C1)OC)O)=O